3-(3-(1-((5-(5-(difluoromethyl)-1,3,4-oxadiazol-2-yl)pyridin-2-yl)methyl)-1H-1,2,3-triazol-4-yl)phenyl)azetidine-1-carboxylic acid tert-butyl ester C(C)(C)(C)OC(=O)N1CC(C1)C1=CC(=CC=C1)C=1N=NN(C1)CC1=NC=C(C=C1)C=1OC(=NN1)C(F)F